(1S)-2-[4,6-bis(trifluoromethyl)pyrimidin-2-yl]-6-chloro-1-(cyclobutylmethyl)-2,3,4,9-tetrahydro-1H-pyrido[3,4-b]indole FC(C1=NC(=NC(=C1)C(F)(F)F)N1[C@H](C=2NC3=CC=C(C=C3C2CC1)Cl)CC1CCC1)(F)F